2-(1-hexylpyridin-1-ium-4-yl)-1,3-dimethyl-1H-benzoimidazole-3-ium bis(tetrafluoroborate) F[B-](F)(F)F.F[B-](F)(F)F.C(CCCCC)[N+]1=CC=C(C=C1)C1=[N+](C2=C(N1C)C=CC=C2)C